Cl.NC(CC(=O)OC)C=1C=NC=C(C1)C1=C(C=CC=C1OCCCC=C)C Methyl 3-amino-3-(5-(2-methyl-6-(pent-4-en-1-yloxy)phenyl)pyridin-3-yl)propanoate hydrochloride